BrC1=C(N(C2=C(N=CC(=C21)OCOC)Cl)C2=CC=C(C=C2)F)C(C)C 3-bromo-7-chloro-1-(4-fluorophenyl)-2-isopropyl-4-(methoxymethoxy)-pyrrolo[2,3-C]pyridine